C(CC)(=O)OC/C=N/NC1=C(C=C(C=C1)Cl)Cl (2E)-2-[2-(2,4-dichlorophenyl) hydrazine-1-ylidene]Ethyl propionate